2-(4-methylsulfonyl-2-nitrobenzoyl)-cyclohexane-1,3-dione CS(=O)(=O)C1=CC(=C(C(=O)C2C(CCCC2=O)=O)C=C1)[N+](=O)[O-]